C[C@@H](CC)NC(O[C@H]1C[C@H](CC1)C1=CC(=NN1)NC(CC1=NN(N=C1)CC)=O)=O (1R,3S)-3-(3-{[(2-ethyl-2H-1,2,3-triazol-4-yl)acetyl]amino}-1H-pyrazol-5-yl)cyclopentyl (2S)-butan-2-ylcarbamate